tert-Butyl (3R)-3-[[[(4S)-3,4-dihydro-2H-pyrano[3,2-b]pyridin-4-yl]-methyl-amino]methyl]-5-(4-methylpiperazin-1-yl)-3,4-dihydro-1H-isoquinoline-2-carboxylate O1CC[C@@H](C2=NC=CC=C21)N(C)C[C@@H]2N(CC1=CC=CC(=C1C2)N2CCN(CC2)C)C(=O)OC(C)(C)C